3-[(3-methylpyridin-4-yl)oxy]propan-1-ol CC=1C=NC=CC1OCCCO